C(#C)C1=CC=C(C=C1)N1CC(C1)C(=O)N 1-(4-ethynylphenyl)azetidine-3-carboxamide